(3-chloro-2-methyl-5-nitro-phenyl)methanol ClC=1C(=C(C=C(C1)[N+](=O)[O-])CO)C